NC(COC(C(C)OCCOCC(C)N)C)C 1-(2-((3-(2-aminopropoxy)butan-2-yl)oxy)ethoxy)propan-2-amine